ClC1=NC(=C2C(=N1)NN=C2)N2C[C@@H]1[C@H](C2)COC1 (3aR,6aS)-5-(6-Chloro-1H-pyrazolo[3,4-d]pyrimidin-4-yl)hexahydro-1H-furo[3,4-c]pyrrole